5-(2-phenyl-butyrylamino)-[1,2,3]thiadiazole-4-carboxylic acid benzylamide C(C1=CC=CC=C1)NC(=O)C=1N=NSC1NC(C(CC)C1=CC=CC=C1)=O